Cl.C(C)(C)(C)OC(=O)C1CCNCC1.C(C)(C)(C)OC(=O)C1CCN(CC1)C1=NC=CC(=N1)C(=O)OC Methyl 2-(4-tert-butoxycarbonyl-1-piperidyl)pyrimidine-4-carboxylate Tert-butyl-piperidine-4-carboxylate hydrochloride